1,2-bis((difluorophosphophenyl)oxy)ethane FC1=C(C(=C(C=C1)OCCOC1=C(C(=C(C=C1)F)F)P(=O)=O)P(=O)=O)F